O=C1N[C@H]2[C@@H](N1)CS[C@H]2CCCCC(=O)NCCOCCOCCOCCN=[N+]=[N-] 5-[(3aS,4S,6aR)-2-oxo-1,3,3a,4,6,6a-hexahydrothieno[3,4-d]imidazol-4-yl]-N-[2-[2-[2-(2-azidoethoxy)ethoxy]ethoxy]ethyl]pentanamide